3-((2R)-2-(2-amino-2-(4-(bis(benzyloxy)phosphoryl)phenyl)acetamido)-2-((3aS,4S,6S,7aR)-3a,5,5-trimethylhexahydro-4,6-methanobenzo[d][1,3,2]dioxaborol-2-yl)ethyl)-2-methoxybenzoic acid NC(C(=O)N[C@@H](CC=1C(=C(C(=O)O)C=CC1)OC)B1O[C@@]2([C@H](O1)C[C@H]1C([C@@H]2C1)(C)C)C)C1=CC=C(C=C1)P(=O)(OCC1=CC=CC=C1)OCC1=CC=CC=C1